F[B-](F)(F)F.FC1=C(C(=C(C(=C1F)F)F)F)N1N=C2[N+]([C@H]3[C@@H](OC2)CC2=CC=CC=C23)=C1 (5aS,10bR)-2-(perfluorophenyl)-4,5a,6,10b-tetrahydro-2H-indeno[2,1-b][1,2,4]triazolo[4,3-d][1,4]oxazin-11-ium tetrafluoroborate